N-γ-linolenoyl-tyrosine C(CCCC\C=C/C\C=C/C\C=C/CCCCC)(=O)N[C@@H](CC1=CC=C(C=C1)O)C(=O)O